C(=O)C=1C=C(C=CC1)P(C1=CC(=CC=C1)C=O)C1=CC(=CC=C1)C=O tris(3-formylphenyl)phosphine